5-((1S,4S)-5-(2-(4-(3-(1-(5-chloropyrimidin-2-yl)piperidin-4-yl)propoxy)-2-fluorophenyl)acetyl)-2,5-diazabicyclo[2.2.1]heptan-2-yl)-5-oxopentane-1-sulfonic acid ClC=1C=NC(=NC1)N1CCC(CC1)CCCOC1=CC(=C(C=C1)CC(=O)N1[C@@H]2CN([C@H](C1)C2)C(CCCCS(=O)(=O)O)=O)F